2-(1-(4-amino-3-(2-fluoro-6-isopropoxypyridin-3-yl)-1H-pyrazolo[3,4-d]pyrimidin-1-yl)ethyl)-3-phenylquinazolin-4(3H)-one NC1=C2C(=NC=N1)N(N=C2C=2C(=NC(=CC2)OC(C)C)F)C(C)C2=NC1=CC=CC=C1C(N2C2=CC=CC=C2)=O